(3,5-dichloro-4-(2,2-difluoroethoxy)benzyl)-N-(2,4-dimethyl-benzyl)-3H-purin-6-amine ClC=1C=C(CC2=NC(=C3N=CN=C3N2)NCC2=C(C=C(C=C2)C)C)C=C(C1OCC(F)F)Cl